C1(CCC1)C1=CC(=NC(=N1)N1C=NC=C1)C(=O)NC1CCC(CC1)(F)F 6-cyclobutyl-N-(4,4-difluorocyclohexyl)-2-(1H-imidazol-1-yl)pyrimidine-4-carboxamide